2-(6-{5-chloro-2-[(oxan-4-yl)amino]pyrimidin-4-yl}-1-oxo-2,3-dihydro-1H-isoindol-2-yl)-N-[1-(1,5-dimethyl-1H-pyrazol-4-yl)ethyl]acetamide copper [Cu].ClC=1C(=NC(=NC1)NC1CCOCC1)C1=CC=C2CN(C(C2=C1)=O)CC(=O)NC(C)C=1C=NN(C1C)C